N[C@@H](CC(C(F)(F)F)(C)C)C=1N=C2N(N=CC(=C2)[C@@H](C)N2C(NCC(C2)(F)F)=O)C1 1-((R)-1-(2-((S)-1-Amino-4,4,4-trifluoro-3,3-dimethylbutyl)imidazo[1,2-b]pyridazin-7-yl)ethyl)-5,5-difluorotetrahydropyrimidin-2(1H)-one